4-[2,3-difluoro-4-(4,4,5,5-tetramethyl-1,3,2-dioxaborolan-2-yl)phenyl]-1-(2-methoxyethyl)-5-(methoxymethyl)pyrazole FC1=C(C=CC(=C1F)B1OC(C(O1)(C)C)(C)C)C=1C=NN(C1COC)CCOC